N-(2-bromo-6-chlorophenyl)-2-{4-[4-(dimethylamino)-1-piperidyl]-3-toluidino}-4-methoxy-5-pyrimidinecarboxamide BrC1=C(C(=CC=C1)Cl)NC(=O)C=1C(=NC(=NC1)NC=1C=C(C=CC1N1CCC(CC1)N(C)C)C)OC